ClC1=C(OCC(=O)NC=2C=C3C=NN(C3=CC2)S(=O)(=O)C2=CC=C(C=C2)OC)C=CC(=C1Cl)C(C(CC)=C)=O 2-(2,3-dichloro-4-(2-methylenebutanoyl)phenoxy)-N-(1-((4-methoxyphenyl)sulfonyl)-1H-indazol-5-yl)acetamide